tert-butyl (R)-9-((4-((7-methoxy-2-methyl-4-((1-(3-nitro-5-(trifluoromethyl)phenyl)ethyl)amino)quinazolin-6-yl)oxy)piperidin-1-yl)methyl)-3-azaspiro[5.5]undecane-3-carboxylate COC1=C(C=C2C(=NC(=NC2=C1)C)N[C@H](C)C1=CC(=CC(=C1)C(F)(F)F)[N+](=O)[O-])OC1CCN(CC1)CC1CCC2(CCN(CC2)C(=O)OC(C)(C)C)CC1